piperazin-1-yl(pyrrolidin-1-yl)methanone N1(CCNCC1)C(=O)N1CCCC1